C(#N)OC1=C(C=C(C=C1)C1(C2=CC=CC=C2C=2C=CC=CC12)C1=CC(=C(C=C1)OC#N)C)C 9,9-bis(4-cyanooxy-3-methylphenyl)fluorene